4-(4-cyanophenyl)-7,7-dimethyl-2,5-dioxo-1-(3-(trifluoromethyl)phenyl)-1,2,5,6,7,8-hexahydropyrido[4,3-d]pyrimidin C(#N)C1=CC=C(C=C1)C=1C2=C(N(C(N1)=O)C1=CC(=CC=C1)C(F)(F)F)CC(NC2=O)(C)C